N-(5-((6-((R)-3-(3-fluoro-5-((3-fluorobenzyl)oxy)phenyl)isoxazolidin-2-yl)pyrimidin-4-yl)amino)-4-methoxy-2-((S)-2-methylmorpholino)phenyl)acrylamide FC=1C=C(C=C(C1)OCC1=CC(=CC=C1)F)[C@@H]1N(OCC1)C1=CC(=NC=N1)NC=1C(=CC(=C(C1)NC(C=C)=O)N1C[C@@H](OCC1)C)OC